NC1=CC2=C(OC(O2)(F)F)C=C1 5-Amino-2,2-difluoro-1,3-benzodioxole